1-bromo-2,3-bis(acetyloxymethyl)-4-methylsulfonyloxybenzene BrC1=C(C(=C(C=C1)OS(=O)(=O)C)COC(C)=O)COC(C)=O